P(=O)(OC(CCCCC)CC)(OC(CCCCC)CC)[O-] di(ethyl hexyl) phosphate